CC=1C=CC=C2C(=CNC12)C1CC(C2=CC=CC=C12)=O 3-(7-methyl-1H-indol-3-yl)-2,3-dihydro-1H-inden-1-one